N(=[N+]=[N-])CCNC=1C(=NON1)C1=NOC(N1CC1=CC(=C(C=C1)F)Br)=O 3-(4-((2-azidoethyl)amino)-1,2,5-oxadiazol-3-yl)-4-(3-bromo-4-fluorobenzyl)-1,2,4-oxadiazol-5(4H)-one